2-(4-(2-(8-(benzylamino)-[1,2,4]triazolo[1,5-a]pyridin-6-yl)-3-isopropyl-1H-indol-5-yl)piperidin-1-yl)-N,N-dimethylacetamide C(C1=CC=CC=C1)NC=1C=2N(C=C(C1)C=1NC3=CC=C(C=C3C1C(C)C)C1CCN(CC1)CC(=O)N(C)C)N=CN2